N-(5-cyclopropyl-8-methyl-6-oxo-2-(o-tolylamino)-5,6-dihydro-1,5-naphthyridin-3-yl)-3-fluoro-5-(trifluoromethyl)benzamide C1(CC1)N1C=2C=C(C(=NC2C(=CC1=O)C)NC1=C(C=CC=C1)C)NC(C1=CC(=CC(=C1)C(F)(F)F)F)=O